C[C@H]1N([C@H](CN(C1)C1=NC2=CC=CC=C2C=N1)C)C(=O)OC1CC2(CN(C2)CC2=CC=NC=C2)C1 2-(pyridin-4-ylmethyl)-2-azaspiro[3.3]heptan-6-yl (2R,6S)-2,6-dimethyl-4-(quinazolin-2-yl)piperazine-1-carboxylate